4-(4-methylpiperazin-1-yl)-1-(6-(3-(4-phenoxyphenyl)-1H-pyrazolo[3,4-d]pyrimidin-1-yl)-2-azaspiro[3.3]heptan-2-yl)but-2-yn-1-one CN1CCN(CC1)CC#CC(=O)N1CC2(C1)CC(C2)N2N=C(C=1C2=NC=NC1)C1=CC=C(C=C1)OC1=CC=CC=C1